C(CCC)P(CCP(CCCC)CCCC)CCCC 1,2-bis(di-n-butyl-phosphino)ethane